C1(=CC=C(C=C1)C[C@@H](C=C(C(=O)O)C)NC(=O)OC(C)(C)C)C1=CC=CC=C1 (2R,4S)-5-biphenyl-4-yl-4-tert-butoxycarbonylamino-2-methylpent-2-enoic acid